Cl[C@@]1([C@@](O[C@@H]([C@H]1O)CO)(N1C=NC=2C(=O)NC(N)=NC12)CC1=CC=CC=C1)O chlorobenzylguanosine